3-butenyl-phosphine dichloride [Cl-].[Cl-].C(CC=C)P